Cl.COC([C@@H](N)CCCCNC(=O)OC(C)(C)C)=O N'-Boc-L-lysine methyl ester hydrochloride